CC(C(=O)N1C2CN(C(C1)C2)C2=NC=C(C=C2)C2=NOC(=N2)C(F)(F)F)(C)C 2,2-dimethyl-1-(5-(5-(5-(trifluoromethyl)-1,2,4-oxadiazol-3-yl)pyridin-2-yl)-2,5-diazabicyclo[2.2.1]heptan-2-yl)propan-1-one